4-(cyclopropyl(hydroxy)methyl)-N-(6-methyl-5-(7-(methylamino)-1,6-naphthyridin-3-yl)pyridin-3-yl)picolinamide C1(CC1)C(C1=CC(=NC=C1)C(=O)NC=1C=NC(=C(C1)C=1C=NC2=CC(=NC=C2C1)NC)C)O